1-Ethyl 5-(tetrahydro-2H-pyran-4-yl)pyrazolo[1,5-a]pyrimidine-3-carboxylate O1CCC(CC1)C1=NC=2N(C=C1)N=CC2C(=O)OCC